3-hydroxy-7'-(benzenesulfonyl)-4',7'-dihydrospiro[cyclopentane-1,2'-pyrrolo[3',2':5,6]pyrido[3,4-b]pyrazine]-3'(1'H)-one OC1CC2(NC3=C(NC2=O)C=NC2=C3C=CN2S(=O)(=O)C2=CC=CC=C2)CC1